C1(CC1)CN1N=CC2=CC=C(C=C12)C1C(C1)C=1C=2N(N=CC1)C=CN2 8-[2-[1-(cyclopropylmethyl)indazol-6-yl]cyclopropyl]imidazo[1,2-b]pyridazine